FC=1C=C(C=CC1)N1N=CC(=C1)C1=C(N=C2N(C1=O)C=CC(=C2)OC)C(F)(F)F 3-(1-(3-fluorophenyl)-1H-pyrazol-4-yl)-8-methoxy-2-(trifluoromethyl)-4H-pyrido[1,2-a]pyrimidin-4-one